FC1=C(C=CC(=C1F)N1C=NC(=C1)C)C=1N=CC(=NC1)N(C1CC(NC(C1)(C)C)(C)C)C 5-[2,3-difluoro-4-(4-methyl-1H-imidazol-1-yl)phenyl]-N-methyl-N-(2,2,6,6-tetramethylpiperidin-4-yl)pyrazin-2-amin